[NH4+].N[C@@H](CCCCN)C(=O)[O-] L-lysine ammonium salt